5-chloro-3-(3-methylmorpholino)-1-(1-methylpiperidin-4-yl)pyrazin-2(1H)-one ClC=1N=C(C(N(C1)C1CCN(CC1)C)=O)N1C(COCC1)C